FC1=NC(=CC=C1N1CCN(CC1)CC=1C=CC=2C=3N(C(NC2C1F)=O)C=C(N3)F)C(NC)=O 8-((4-(2-fluoro-6-(methylcarbamoyl)pyridin-3-yl)piperazin-1-yl)methyl)-2,7-difluoroimidazo[1,2-c]quinazolin-5(6H)-one